(5R,6R)-6-((R)-5H-Imidazo[5,1-a]isoindol-5-yl)-5,6,7,8-tetrahydroisochinolin-5-ol C=1N=CN2C1C1=CC=CC=C1[C@H]2[C@@H]2[C@H](C=1C=CN=CC1CC2)O